ClC=1C(=C(C=CC1F)N(C(OC1=C(C=C(C=C1C(F)(F)F)C(F)(F)F)N1C(N(CC1)CC1OC1)=O)=O)C)F 2-(3-(oxiran-2-ylmethyl)-2-oxoimidazolidin-1-yl)-4,6-bis(trifluoromethyl)phenyl (3-chloro-2,4-difluorophenyl)(methyl)carbamate